(R)-2-(benzyloxy)-1-((3aR,5S,6aR)-2,2-dimethyltetrahydrofuro[2,3-d][1,3]dioxol-5-yl)ethan-1-ol C(C1=CC=CC=C1)OC[C@@H](O)[C@@H]1C[C@@H]2[C@@H](OC(O2)(C)C)O1